FC(S(=O)(=O)OC[C@@]1(O[C@@H](COC1)COC1=CC=C(C=C1)Br)C)(F)F ((2R,6S)-6-((4-bromophenoxy)methyl)-2-methyl-1,4-dioxan-2-yl)methyl trifluoromethanesulfonate